C(#N)C1=CC=2N(N=C1)C(=CC2)C2=CC(=C(C=N2)C2=NN=C(S2)C21CCC(C2)(C1)NC(C)=O)NC(C)C N-(4-(5-(6-(3-cyanopyrrolo[1,2-b]pyridazin-7-yl)-4-(isopropylamino)pyridin-3-yl)-1,3,4-thiadiazol-2-yl)bicyclo[2.1.1]hex-1-yl)acetamide